4-methyl-aminobenzoic acid ethyl ester C(C)OC(C1=C(C=C(C=C1)C)N)=O